[Si](C)(C)(C(C)(C)C)OC1[C@@H]2CC[C@@H]([C@H]2C(CC1)C)[C@@H](CCCCC(C)(O)C)C (7R)-7-((1R,3ar,7ar)-4-((tert-butyldimethylsilyl)oxy)-7-methyl-octahydro-1H-inden-1-yl)-2-methyloctan-2-ol